4-[N-(nonanoyl)aminohexanoyloxy]-benzyl-sulfonic acid sodium salt [Na+].C(CCCCCCCC)(=O)NCCCCCC(=O)OC1=CC=C(CS(=O)(=O)[O-])C=C1